CNS(=O)(=O)C1=CC(=C(C=C1)OC1=CC=C(C=C1)C(F)(F)F)C=1N=C2N(C=CC(=C2)C)C1 N-methyl-3-(7-methylimidazo[1,2-a]pyridin-2-yl)-4-[4-(trifluoromethyl)phenoxy]benzene-1-sulfonamide